(4-(1-cyclobutylvinyl)phenyl)dimethyl-silane C1(CCC1)C(=C)C1=CC=C(C=C1)[SiH](C)C